C[C@H]1CN(CCN1)C=1C=CC=2N(CC=C(N2)C=2SC=C(N2)C)C1 7-[(3S)-3-methylpiperazin-1-yl]-2-(4-methyl-1,3-thiazol-2-yl)-4H-pyrido[1,2-a]pyrimidin